(S)-3-(3-chloro-4-fluorobenzyl)-1-(1-(7,8-difluoro-1-oxo-1,2-dihydroisoquinolin-4-yl)ethyl)-1-methylurea ClC=1C=C(CNC(N(C)[C@@H](C)C2=CNC(C3=C(C(=CC=C23)F)F)=O)=O)C=CC1F